C(=C)C=1C=C(C(=CC1)CC)O 3-vinyl-6-Ethylphenol